(2R,5S)-2-(1-(3,4-difluorophenyl)-3-(thiophen-3-yl)-1H-pyrazol-4-yl)-5-methyl-3-(2-(2-oxoindolin-5-yl)ethyl)oxazolidin-4-one FC=1C=C(C=CC1F)N1N=C(C(=C1)[C@H]1O[C@H](C(N1CCC=1C=C2CC(NC2=CC1)=O)=O)C)C1=CSC=C1